1,2,3,5-tetrakis(mercaptoethylthio)benzene SCCSC1=C(C(=CC(=C1)SCCS)SCCS)SCCS